1,5-dimethyl-3-[4-(trifluoromethyl)-2-pyridinyl]imidazolidin-2-one CN1C(N(CC1C)C1=NC=CC(=C1)C(F)(F)F)=O